NC1=NC=C(C=C1O[C@H](C)C=1C=C(C=CC1)NC(=O)C=1SC(=CN1)C)Cl (R)-N-(3-(1-((2-amino-5-chloropyridin-3-yl)oxy)ethyl)phenyl)-5-methylthiazole-2-carboxamide